1-(3-fluoro-4-oxo-4H-quinolizin-9-yl)-5-trifluoromethyl-1H-pyrazole-4-carboxylic acid ethyl ester C(C)OC(=O)C=1C=NN(C1C(F)(F)F)C1=CC=CN2C(C(=CC=C12)F)=O